C(#N)C1=C(C(=O)NC)C=CC(=C1)N1CCN(CC1)CC=1C=NC=2C=C(C(NC2C1)=O)CC 2-cyano-4-(4-((7-ethyl-6-oxo-5,6-dihydro-1,5-naphthyridin-3-yl)methyl)piperazin-1-yl)-N-methylbenzamide